CN1C(=NC=2CN(CCC21)CC(=O)O)C(=O)N2CCCC1=C(C=CC=C21)C2=CC(=CC=C2)OCCN2CCOCC2 2-(1-methyl-2-(5-(3-(2-morpholinoethoxy)phenyl)-1,2,3,4-tetrahydro-quinoline-1-carbonyl)-1,4,6,7-tetrahydro-5H-imidazolo[4,5-c]pyridin-5-yl)acetic acid